[Pd].[Pd].C(C1=CC=CC=C1)=CC(=O)C=CC1=CC=CC=C1.C(C1=CC=CC=C1)=CC(=O)C=CC1=CC=CC=C1.C(C1=CC=CC=C1)=CC(=O)C=CC1=CC=CC=C1 Trisdibenzylideneacetone dipalladium